2-vinylquinolin-6-ol C(=C)C1=NC2=CC=C(C=C2C=C1)O